N-(5-(trifluoromethyl)bicyclo[4.2.0]octa-1(6),2,4-trien-2-yl)acetamide FC(C1=CC=C(C=2CCC12)NC(C)=O)(F)F